O[C@@H]1[C@@H](C2=CC=CC=C2C1)NC(CCC1=NC=2C(=NC=CC2)N1CC1=CC=C(C=C1)OC(F)(F)F)=O N-((1R,2S)-2-Hydroxy-indan-1-yl)-3-[3-(4-trifluoromethoxy-benzyl)-3H-imidazo[4,5-b]pyridin-2-yl]-propionamide